2-(3-fluoropropyl)-7-phenyl-[1,2,4]triazolo[4,3-c]pyrimidin-3-one FCCCN1N=C2N(C=NC(=C2)C2=CC=CC=C2)C1=O